2-(4-cyclopropyl-6-(difluoromethoxy)pyrimidin-5-yl)-4-(3-fluoro-4-(1-methyl-4-(trifluoromethyl)-1H-imidazol-2-yl)benzyl)-6,7-dihydro-[1,2,4]triazolo[1,5-a]pyrimidin-5(4H)-one C1(CC1)C1=NC=NC(=C1C1=NN2C(N(C(CC2)=O)CC2=CC(=C(C=C2)C=2N(C=C(N2)C(F)(F)F)C)F)=N1)OC(F)F